N1=C(C=CC=C1)CN(CCNC(=O)O[C@H]1[C@@H](N(C[C@H]1OC(=O)OC(C)(C)C)C(=O)OC(C)(C)C)CC1=CC=C(C=C1)OC)CC1=NC=CC=C1 tert-butyl (2S,3S,4R)-3-[({2-[bis(pyridin-2-ylmethyl) amino] ethyl} carbamoyl)oxy]-4-[(tert-butoxycarbonyl)oxy]-2-[(4-methoxyphenyl) methyl]pyrrolidine-1-carboxylate